(7S)-7-Methyl-3-({[(1,3-oxazol-5-yl)methyl]carbamoyl}methyl)-2-[2-(1H-pyrazol-1-yl)ethyl]-3H,6H,7H,8H,9H-imidazo[4,5-f]chinolin C[C@@H]1NC2=CC=C3C(=C2CC1)N=C(N3CC(NCC3=CN=CO3)=O)CCN3N=CC=C3